(7-bromo-1-(4-(trifluoromethyl)phenyl)-1,2,3,4-tetrahydro-1,5-naphthyridin-3-yl)methyl methanesulfonate CS(=O)(=O)OCC1CN(C2=CC(=CN=C2C1)Br)C1=CC=C(C=C1)C(F)(F)F